NCCC[Si](O[Si](C)(C)CCCN)(C)C 1,3-bis(3-aminopropyl)-1,1,3,3-tetramethyldisiloxane